4-[[4-[[(1S)-2-hydroxy-1-phenyl-ethyl]amino]-5-(5-methyl-1H-pyrazol-3-yl)pyrimidin-2-yl]amino]-N,N,2-trimethyl-benzamide OC[C@H](C1=CC=CC=C1)NC1=NC(=NC=C1C1=NNC(=C1)C)NC1=CC(=C(C(=O)N(C)C)C=C1)C